ClC=1C=C(C=C(C1OCCCCl)Cl)C1=CC=C(C=C1)OCC(CN(C(OC(C)(C)C)=O)S(=O)(=O)C)=C tert-butyl (2-(((3',5'-dichloro-4'-(3-chloropropoxy)-[1,1'-biphenyl]-4-yl)oxy)methyl)allyl)(methylsulfonyl)carbamate